hydroxyethyl-imidazole bromine [Br].OCCC=1NC=CN1